S(=O)(=O)(O)C=1C=CC=C2C=C(C(=CC12)C(=O)[O-])C(=O)[O-] 8-sulfo-2,3-naphthalenedicarboxylate